4-(4-ethylphenyl)piperidine C(C)C1=CC=C(C=C1)C1CCNCC1